glycerol tris(11-mercaptoundecanoate) SCCCCCCCCCCC(=O)OCC(OC(CCCCCCCCCCS)=O)COC(CCCCCCCCCCS)=O